6-(1-(3-Chloropyridin-2-yl)-3-(trifluoromethyl)-1H-pyrazol-5-carboxamido)-N-(cyanomethyl)-5-methylpyrazolo[1,5-a]pyridin-7-carboxamid ClC=1C(=NC=CC1)N1N=C(C=C1C(=O)NC=1C(=CC=2N(C1C(=O)NCC#N)N=CC2)C)C(F)(F)F